O[C@H](C)C1=CC=C(C(=O)OC(C)(C)C)C=C1 |r| tert-Butyl rac-4-(1-hydroxyethyl)benzoate